8-oxo-2'-deoxyguanosine 5'-triphosphate P(O)(=O)(OP(=O)(O)OP(=O)(O)O)OC[C@@H]1[C@H](C[C@@H](O1)N1C(N=C2C(=O)N=C(N)N=C12)=O)O